(2S,5R)-6-(((3-ethoxy-2,2-dimethyl-3-oxopropoxy)sulfonyl)oxy)-7-oxo-1,6-diazabicyclo[3.2.1]octane-2-carboxamide C(C)OC(C(COS(=O)(=O)ON1[C@@H]2CC[C@H](N(C1=O)C2)C(=O)N)(C)C)=O